BrC1=CC=C(C(=O)NC2=C(C(=CC=C2)C(C)C)CC(=O)OC(C)(C)C)C=C1 t-butyl 2-[2-(4-bromobenzamido)-6-(propan-2-yl)phenyl]acetate